2,6-dichloro-7-((4-methoxyphenyl)sulfonyl)-7H-purine ClC1=NC(=C2N(C=NC2=N1)S(=O)(=O)C1=CC=C(C=C1)OC)Cl